CC=1N=C(SC1C1=NC(=NC=C1)NC1=CC=C(C=N1)N1CCN(CC1)C(C)=O)NC 1-(4-(6-((4-(4-methyl-2-(methylamino)thiazol-5-yl)pyrimidin-2-yl)amino)pyridin-3-yl)piperazin-1-yl)ethane-1-one